N'-carbobenzoxy-L-lysine methyl ester COC([C@@H](N)CCCCNC(=O)OCC1=CC=CC=C1)=O